(1R,2R)-N-(7-fluoro-6-(1-((3R,4R)-4-hydroxy-3-methyltetrahydrofuran-3-yl)piperidin-4-yl)isoquinolin-3-yl)-2-(pyridin-2-yl)cyclopropane-1-carboxamide FC1=C(C=C2C=C(N=CC2=C1)NC(=O)[C@H]1[C@@H](C1)C1=NC=CC=C1)C1CCN(CC1)[C@@]1(COC[C@@H]1O)C